4-bromo-1,3-dioxolane BrC1OCOC1